SC1=CC=2C3=CC(=C(C=C3C3=CC(=C(C=C3C2C=C1S)S)S)S)S 2,3,6,7,10,11-hexa(mercapto)triphenylene